CC1(CC(C1)N1C(N([C@H](C1)C#N)C1=CN=CC2=CC=CC=C12)=O)C |r| Racemic-(3,3-dimethylcyclobutyl)-3-(isoquinolin-4-yl)-2-oxoimidazolidine-4-carbonitrile